FC=1C=CC(=C2CCCC12)C=1CCCC2=C(C1C1=CC=C(C=C1)CC1CN(C1)CCCF)C=CC=C2 8-(7-Fluoro-2,3-dihydro-1H-inden-4-yl)-9-(4-((1-(3-fluoropropyl)azetidin-3-yl)methyl)phenyl)-6,7-dihydro-5H-benzo[7]annulen